CN(CCN1C(NC(C=C1)=O)=O)C 1-(2-(dimethylamino)ethyl)pyrimidine-2,4(1H,3H)-dione